3-(2-cyclopropylphenyl)-5-(4-(1-ethyl-4-(trifluoromethyl)-1H-imidazol-2-yl)benzyl)pyrrole C1(CC1)C1=C(C=CC=C1)C1=CNC(=C1)CC1=CC=C(C=C1)C=1N(C=C(N1)C(F)(F)F)CC